1-((R)-2-((S)-7-(2,4-difluoro-6-isopropoxyphenyl)-4-(1-methyl-1H-pyrazol-4-yl)thieno[3,2-c]pyridin-6-yl)-6-methyl-6,7-dihydropyrazolo[1,5-a]pyrazin-5(4H)-yl)prop-2-en-1-one FC1=C(C(=CC(=C1)F)OC(C)C)C=1C2=C(C(=NC1C1=NN3C(CN([C@@H](C3)C)C(C=C)=O)=C1)C=1C=NN(C1)C)C=CS2